COC(=O)CCC=1OCCN1 2-(2-methoxycarbonylethyl)-2-oxazoline